2-(2-(cyclopropanesulfonylamino)-5-fluoropyrimidin-4-yl)-N-(4-(pyridin-3-yl)phenyl)acetamide C1(CC1)S(=O)(=O)NC1=NC=C(C(=N1)CC(=O)NC1=CC=C(C=C1)C=1C=NC=CC1)F